ClC1=CC(=NC(=C1O)Cl)C(=O)NC1=C2C(N(C=NC2=CC=C1)CC1=C(C=CC=C1)C#N)=O 4,6-dichloro-N-(3-(2-cyanobenzyl)-4-oxo-3,4-dihydroquinazolin-5-yl)-5-hydroxypicolinamide